6-methyl-5-(1-(2-oxo-2-(4-(5-(trifluoromethyl)pyrimidin-2-yl)piperazin-1-yl)ethyl)pyrrolidin-2-yl)-3-(trifluoromethyl)pyridin-2(1H)-one CC1=C(C=C(C(N1)=O)C(F)(F)F)C1N(CCC1)CC(N1CCN(CC1)C1=NC=C(C=N1)C(F)(F)F)=O